C(C)(C)(C)OC(=O)C1=NN(C=C1Cl)C(=O)N1CCC2(CCN(C2)C(=O)OC(C)(C)C)CC1 t-butyl 8-(3-(t-butoxycarbonyl)-4-chloro-1H-pyrazole-1-carbonyl)-2,8-diazaspiro[4.5]decane-2-carboxylate